3-[(3-dimethylaminopropyl)dimethylsilyl]styrene CN(CCC[Si](C=1C=C(C=C)C=CC1)(C)C)C